6-borono-2-(methylamino)-2-(3-(pyrrolidin-1-yl)propyl)hexanoic acid B(O)(O)CCCCC(C(=O)O)(CCCN1CCCC1)NC